FC1=C(C2=C(N=C(O2)C2=CC=C(C=C2)NC(=O)C2CS(CC2)(=O)=O)C=C1)F N-[4-(6,7-Difluoro-1,3-benzoxazol-2-yl)phenyl]-1,1-dioxothiolan-3-carboxamid